3-(10-(Benzyloxy)-2-methyl-4-oxo-5,6-dihydro-2H-2,6-methanobenzo[g][1,3,5]oxadiazocin-3(4H)-yl)-N-(ethyl)benzamid C(C1=CC=CC=C1)OC1=CC=CC=2C3NC(N(C(OC21)(C3)C)C=3C=C(C(=O)NCC)C=CC3)=O